1-(difluorocarboxymethyl)-3-ethylimidazole chlorine bromine [Br].[Cl].FC(N1CN(C=C1)CC)(C(=O)O)F